2-(1-hydroxycyclobutyl)pyridine-4-carbonitrile OC1(CCC1)C1=NC=CC(=C1)C#N